1-(4-methylphenyl)-5-({1-[3-(4H-1,2,4-triazol-3-yl)-1,2,4-oxadiazol-5-yl]ethyl}sulfanyl)-1H-1,2,3,4-tetrazole CC1=CC=C(C=C1)N1N=NN=C1SC(C)C1=NC(=NO1)C1=NN=CN1